(S)-(4-(4-chloropyrazolo[1,5-a]pyridin-2-yl)-6,7-dihydro-1H-imidazo[4,5-c]pyridin-5(4H)-yl)(4-(difluoromethyl)-2-(2-fluoropropan-2-yl)oxazol-5-yl)methanone ClC=1C=2N(C=CC1)N=C(C2)[C@H]2N(CCC1=C2N=CN1)C(=O)C1=C(N=C(O1)C(C)(C)F)C(F)F